5-bromo-8-fluoro-6-methoxyquinoline BrC1=C2C=CC=NC2=C(C=C1OC)F